ClC=1N=C2N(C(C1C=O)=O)C=CC=C2 2-CHLORO-4-OXO-4H-PYRIDO[1,2-A]PYRIMIDINE-3-CARBALDEHYDE